ClC1=C(C=CC=C1F)N1N=CC(=C1C(F)(F)F)C(=O)NC=1C=NC(=C(C1)Cl)N1N=CC=N1 1-(2-chloro-3-fluorophenyl)-N-(5-chloro-6-(2H-1,2,3-triazol-2-yl)pyridin-3-yl)-5-(trifluoromethyl)-1H-pyrazole-4-carboxamide